C1(=CC=CC=C1)C1=CC=C(C=C1C(C)(C)C)C1=NNC=N1 4-phenyl-5-t-butylphenyl-1,2,4-triazol